C(CCCCCCCCC)(=O)N[C@@H](CCC(=O)O)C(=O)O Nα-caprinoyl-L-glutamic acid